C1=CC=CC=2C=CC=3N(C=4C=CC=CC4C3C21)C2=CC=C(C=1OC3=C(C12)C=CC=C3)C=3N=C(C1=C(N3)C3=C(O1)C=CC(=C3)C3=CC=CC=C3)C3=CC=CC=C3 2-(1-Benzo[c]carbazol-7-yldibenzofuran-4-yl)-4,8-diphenyl-benzofuro[3,2-d]pyrimidine